ONC(=O)C1=CN=C(S1)NC([C@@H](CC)C1=CC=C(C=C1)OC)=O (S)-N-hydroxy-2-(2-(4-methoxyphenyl)butanamido)thiazole-5-carboxamide